2-methyl-5-((4-(3-methylpyridin-4-yl)piperidin-1-yl)sulfonyl)thiazole CC=1SC(=CN1)S(=O)(=O)N1CCC(CC1)C1=C(C=NC=C1)C